O[C@@H]1[C@@H](SC2=C(NC1=O)C=CC=C2)C2=CC(=C(C=C2)OC)OC (2S,3S)-2,3-dihydro-3-hydroxy-2-(3,4-dimethoxyphenyl)-1,5-benzothiazepin-4(5H)-one